CC1N(OC=C1)C[C@H]1NC([C@H](SCC1)C1=CC=C(C=C1)OC1=CC=CC=C1)=O 3-methyl-N-[[(2R,5S)-3-oxo-2-(4-phenoxyphenyl)-1,4-thiazepan-5-yl]methyl]isoxazole